1-(4-fluorophenyl)-2-phenylethane FC1=CC=C(C=C1)CCC1=CC=CC=C1